COC(=O)[C@H]1NC[C@@H](C1)OC1CC1 (2S,4R)-4-cyclopropoxypyrrolidine-2-carboxylic acid methyl ester